N[C@@H](CCC(=O)N)COC1=C(C(=CC=C1)CCCCCC1=CC2=C(N(C(N2C)=O)C2C(NC(CC2)=O)=O)C=C1)Cl (4S)-4-amino-5-(2-chloro-3-{5-[1-(2,6-dioxopiperidin-3-yl)-3-methyl-2-oxo-1,3-benzodiazol-5-yl]pentyl}phenoxy)pentanamide